CN(CC(=O)N1C[C@H]([C@H](CC1)NC1=C2C=C(N(C2=CC=C1)CC(F)(F)F)C#CCNC1=C(C=C(C=C1)S(=O)(=O)C)OC)F)C 2-(dimethylamino)-1-[(3R,4S)-3-fluoro-4-[(2-{3-[(4-methanesulfonyl-2-methoxyphenyl)amino]prop-1-yn-1-yl}-1-(2,2,2-trifluoroethyl)-1H-indol-4-yl)amino]piperidin-1-yl]ethan-1-one